2-amino-phenolat NC1=C(C=CC=C1)[O-]